C(C)(C)(C)[Si](OC1C(COC1)C(=O)O)(C1=CC=CC=C1)C1=CC=CC=C1 4-[tert-butyl-(diphenyl)silyl]oxytetrahydrofuran-3-carboxylic acid